11-(6,23-dioxo-5,24-dioxatriacontan-1-yl)-2-methyl-9-oxo-2,8-diaza-5,10-dioxapentadec-15-yl 18-(hexyloxy)-18-oxooctadecanoate C(CCCCC)OC(CCCCCCCCCCCCCCCCC(=O)OCCCCC(OC(NCCOCCN(C)C)=O)CCCCOC(CCCCCCCCCCCCCCCCC(OCCCCCC)=O)=O)=O